6-(3-{3-[2,4-bis(trifluoromethyl)phenyl]-7-fluoro-2-oxo-2,3,4,5-tetrahydro-1H-1-benzazepine-1-Yl}prop-1-ynyl)-1,2-diazine-3-carboxamide FC(C1=C(C=CC(=C1)C(F)(F)F)C1C(N(C2=C(CC1)C=C(C=C2)F)CC#CC2=CC=C(N=N2)C(=O)N)=O)(F)F